C(C)NC(=S)N 1-Ethyl-thiourea